C(C)(C)(C)OC(=O)N1C[C@@H](N(CC1)C=1C2=C(N=CN1)N(C=C2I)C2=NC=CC(=C2)Cl)C (S)-4-(7-(4-chloropyridin-2-yl)-5-iodo-7H-pyrrolo[2,3-d]pyrimidin-4-yl)-3-methylpiperazine-1-carboxylic acid tert-butyl ester